2-bromo-3-fluoro-5-iodopyridin-4-amine BrC1=NC=C(C(=C1F)N)I